C(C)(C)(C)OC(N[C@@H]1C(NC=2C(=CC=C3C=NNC23)OC1)=O)=O (S)-(9-oxo-7,8,9,10-tetrahydro-1H-[1,4]oxazepino[2,3-g]indazol-8-yl)carbamic acid tert-butyl ester